5-((2,3-difluoro-6-(2-morpholinothiazol-4-yl)phenoxy)methyl)-2-(2,6-dioxopiperidin-3-yl)-6-fluoroisoindoline-1,3-dione FC1=C(OCC=2C=C3C(N(C(C3=CC2F)=O)C2C(NC(CC2)=O)=O)=O)C(=CC=C1F)C=1N=C(SC1)N1CCOCC1